C(C=C)(=O)NC1=CC=C(C=C1)C1=NN2N=CN=C(C2=C1C1=CC(=C(C=C1)NC(=O)C1C(C1)(F)F)OC)N N-(4-(6-(4-acrylamidophenyl)-4-aminopyrazolo[5,1-f][1,2,4]triazin-5-yl)-2-methoxyphenyl)-2,2-difluorocyclopropane-1-carboxamide